3-chloro-4-(((3R,4S)-3-hydroxy-3-(hydroxymethyl)-4-((4-propylphenyl)sulfonyl)pyrrolidin-1-yl)sulfonyl)benzonitrile ClC=1C=C(C#N)C=CC1S(=O)(=O)N1C[C@]([C@H](C1)S(=O)(=O)C1=CC=C(C=C1)CCC)(CO)O